O[C@@H]1[C@@H](CCC1)NC1=CC=C(N=N1)C1=C(C=C(C=C1C)C(F)(F)F)O (cis)-2-(6-((2-hydroxycyclopentyl)amino)pyridazin-3-yl)-3-methyl-5-(trifluoromethyl)phenol